OC(C1=C(C=CC2=CC=CC=C12)O)C1=CC=NC=C1 1-[hydroxyl(pyridin-4-yl)methyl]naphthalen-2-ol